(R)-3-(1H-pyrazol-4-yl)-5-(8-(pyrrolidin-2-yl)isoquinolin-6-yl)pyridine-2-Amine N1N=CC(=C1)C=1C(=NC=C(C1)C=1C=C2C=CN=CC2=C(C1)[C@@H]1NCCC1)N